1,2,3,4,4a,5,6,7-octahydronaphthalen C1CCCC2CCCC=C12